OCCCC1=CC=C(C=C1)S(=O)(=O)N (2-hydroxyethyl)p-toluenesulfonamide